3-Fluoro-4-(3-(pyrrolidin-1-yl)propoxy)benzyl (1-hydroxy-7-methyl-1,3-dihydrobenzo[c][1,2]oxaborole-6-carbonyl)-L-valinate OB1OCC2=C1C(=C(C=C2)C(=O)N[C@@H](C(C)C)C(=O)OCC2=CC(=C(C=C2)OCCCN2CCCC2)F)C